5-Cyano-3,4-dimethyl-N-(1-(1-methyl-1H-pyrazol-4-yl)-1H-indazol-6-yl)-6-(trifluoromethyl)picolinamide C(#N)C=1C(=C(C(=NC1C(F)(F)F)C(=O)NC1=CC=C2C=NN(C2=C1)C=1C=NN(C1)C)C)C